2-fluoro-5-(3-formylpyridin-2-yl)-N-((6-methoxypyridin-3-yl)methyl)benzamide FC1=C(C(=O)NCC=2C=NC(=CC2)OC)C=C(C=C1)C1=NC=CC=C1C=O